(S)-quinuclidin-3-yl ((R)-6-(4-butylphenyl)-7-fluoro-2,2-dimethyl-1,2,3,4-tetrahydronaphthalen-1-yl)carbamate C(CCC)C1=CC=C(C=C1)C=1C=C2CCC([C@H](C2=CC1F)NC(O[C@@H]1CN2CCC1CC2)=O)(C)C